N,N'-di(2-hydroxyethyl)oxamide OCCNC(=O)C(=O)NCCO